N1CC(C1)NC1CCN(CC1)C1=CC=C(C=N1)C=1C=CC=2N(C1)C(=C(N2)CC)N(C=2SC(=C(N2)C2=CC=C(C=C2)F)C#N)C 2-((6-(6-(4-(azetidin-3-ylamino)piperidin-1-yl)pyridin-3-yl)-2-ethylimidazo[1,2-a]pyridin-3-yl)(methyl)amino)-4-(4-fluorophenyl)thiazole-5-carbonitrile